O5-benzyl O1-ethyl 2-[2-(2,4-difluoroanilino)thiazol-4-yl]-2-ethyl-pentanedioate FC1=C(NC=2SC=C(N2)C(C(=O)OCC)(CCC(=O)OCC2=CC=CC=C2)CC)C=CC(=C1)F